FC(COC1=CC(=CC(=N1)N1C(C2=C(N=C(N=C2)C=2N=CSC2)CC1)C)F)F 4-[6-[6-(2,2-difluoroethoxy)-4-fluoro-2-pyridinyl]-5-methyl-7,8-dihydro-5H-pyrido[4,3-d]pyrimidin-2-yl]thiazole